ClC=1C=CC2=C(N(CN(S2(=O)=O)[C@@H]([C@H](C)C2=C(C(=CC=C2F)C)C)C2=NNC(O2)=O)O)C1 5-((1S,2R)-1-(6-chloro-4-hydroxy-1,1-dioxido-3,4-dihydro-2H-benzo[e][1,2,4]thiadiazin-2-yl)-2-(6-fluoro-2,3-dimethylphenyl)propyl)-1,3,4-oxadiazol-2(3H)-one